Cl.FC(CCC)(F)C=1C=C2C(=NC1)C(CN2C(CN2[C@H](CN[C@@H](C2)C)CN2CCOCC2)=O)(C)C 1-[6-(1,1-Difluorobutyl)-3,3-dimethyl-1H,2H,3H-pyrrolo[3,2-b]pyridin-1-yl]-2-[(2R,5R)-5-methyl-2-(morpholin-4-ylmethyl)piperazin-1-yl]ethan-1-one hydrochloride